C(C)(=O)C1=NN(C2=CC=C(C=C12)C=1C=NC(=NC1)C)CC(=O)N1[C@@H](C[C@@](C1)(C)F)C(=O)NC1=NC(=CC=C1)Br (2S,4R)-1-(2-(3-acetyl-5-(2-methylpyrimidin-5-yl)-1H-indazol-1-yl)acetyl)-N-(6-bromopyridin-2-yl)-4-fluoro-4-methylpyrrolidine-2-carboxamide